N-[3-(2-amino-2-oxoethyl)-1,1-dioxothien-3-yl]-4-cyclopropyl-3-(2,2,2-trifluoroethoxy)benzamide NC(CC1(CS(C=C1)(=O)=O)NC(C1=CC(=C(C=C1)C1CC1)OCC(F)(F)F)=O)=O